FC(C=1C=NC(=NC1)NC1CCCN(C1)C(=O)N)(F)F l-5-((5-(trifluoromethyl)pyrimidin-2-yl)amino)piperidine-1-carboxamide